COC1=CC=C(C=C1)N(C1=CC=C(C=C1)OC)C1=C(C(=C(C=2C3(C4=CC=CC=C4C12)C1=CC=CC=C1C=1C=CC=CC13)N(C1=CC=C(C=C1)OC)C1=CC=C(C=C1)OC)N(C1=CC=C(C=C1)OC)C1=CC=C(C=C1)OC)N(C1=CC=C(C=C1)OC)C1=CC=C(C=C1)OC Tetrakis[N,N-di(4-methoxyphenyl)amino]-9,9'-spirobifluorene